5-(3-(6-((4-(2-(2,6-Dioxopiperidin-3-yl)-1-oxoisoindolin-4-yl)but-3-yn-1-yl)carbamoyl)pyridin-3-yl)isoquinolin-8-yl)-7-isopropyl-N,2-dimethyl-1H-indole-3-carboxamide O=C1NC(CCC1N1C(C2=CC=CC(=C2C1)C#CCCNC(=O)C1=CC=C(C=N1)C=1N=CC2=C(C=CC=C2C1)C=1C=C2C(=C(NC2=C(C1)C(C)C)C)C(=O)NC)=O)=O